CC1=NN(C(=C1SC1=C(C=CC=C1)Cl)N)C1=CC=CC=C1 3-methyl-1-phenyl-4-(o-chlorophenylthio)-1H-pyrazol-5-amine